ethyl 1-[(1S)-1-(4-cyanophenyl)ethyl]-1H-imidazole-4-carboxylate C(#N)C1=CC=C(C=C1)[C@H](C)N1C=NC(=C1)C(=O)OCC